6-bromo-4,4-difluoro-1,2-dihydroisoquinolin-3-one BrC=1C=C2C(C(NCC2=CC1)=O)(F)F